((S)-oxan-2-ylmethyl) carbamate C(N)(OC[C@H]1OCCCC1)=O